BrC=1C2=C(C(N(C1)C)=O)NC(=C2)C(=O)OC(C)(C)C tert-butyl 4-bromo-6-methyl-7-oxo-6,7-dihydro-1H-pyrrolo[2,3-c]pyridine-2-carboxylate